(S)-2-amino-2-cycloheptylacetic acid N[C@H](C(=O)O)C1CCCCCC1